1-(4-methoxyphenyl)-4-(4-aminophenyl)piperazine Methyl-2-(4-amino-1-(tert-butyl)-1H-pyrazolo[3,4-d]pyrimidin-3-yl)-3-methyl-1H-indole-6-carboxylate COC(=O)C1=CC=C2C(=C(NC2=C1)C1=NN(C2=NC=NC(=C21)N)C(C)(C)C)C.COC2=CC=C(C=C2)N2CCN(CC2)C2=CC=C(C=C2)N